5-amino-1-isopropyl-3-[4-([[3-(1-methylcyclopropyl)-1,2-oxazol-5-yl]carbamoyl]methyl)phenyl]pyrazole-4-carboxamide NC1=C(C(=NN1C(C)C)C1=CC=C(C=C1)CC(NC1=CC(=NO1)C1(CC1)C)=O)C(=O)N